NC1=NC(=CC(=N1)N1CCC2(C[C@H](NC2)C(=O)OC(C)C)CC1)O[C@@H](C(F)(F)F)C1=C(C=C(C=C1)C1=CC=C(C=C1)OC(C)C)N1N=C(C=C1)C (S)-isopropyl 8-(2-amino-6-((R)-2,2,2-trifluoro-1-(4'-isopropoxy-3-(3-methyl-1H-pyrazol-1-yl)-[1,1'-biphenyl]-4-yl)ethoxy)pyrimidin-4-yl)-2,8-diazaspiro[4.5]decane-3-carboxylate